N-benzyl-3-phenyl-N-(5-propyl-1,2,4-oxadiazol-3-yl)propiolamide C(C1=CC=CC=C1)N(C(C#CC1=CC=CC=C1)=O)C1=NOC(=N1)CCC